tert-butyl (R)-(2-(5-(1-((7-bromophthalazin-1-yl)amino)ethyl)thiophen-3-yl)benzyl)(methyl)carbamate BrC1=CC=C2C=NN=C(C2=C1)N[C@H](C)C1=CC(=CS1)C1=C(CN(C(OC(C)(C)C)=O)C)C=CC=C1